S1(=O)(=O)OOOOS(O1)(=O)=O peroxy disulphate